N1(CCCCC1)CCOC=1C=CC(=NC1)C=C 5-[2-(1-Piperidinyl)ethoxy]-2-vinylpyridine